3-{4-[3-(2-Chloro-phenyl)-5-oxo-5H-thiazolo[3,2-a]pyrimidin-2-yl]-pyrimidin-2-ylamino}-benzenesulfonamide ClC1=C(C=CC=C1)C1=C(SC=2N1C(C=CN2)=O)C2=NC(=NC=C2)NC=2C=C(C=CC2)S(=O)(=O)N